3-[(3-chloro-2-methoxyphenyl)amino]-2-{3-[2-(1-fluorocyclopropyl)ethynyl]pyridin-4-yl}-1H,5H,6H,7H-pyrrolo[3,2-c]pyridin-4-one ClC=1C(=C(C=CC1)NC1=C(NC2=C1C(NCC2)=O)C2=C(C=NC=C2)C#CC2(CC2)F)OC